ClC=1C(=CC2=C(N(C(N=C2O)=O)C=2C(=NC=CC2C)C(C)C)N1)F 7-chloro-6-fluoro-4-hydroxy-1-(2-isopropyl-4-methylpyridin-3-yl)pyrido[2,3-d]pyrimidin-2(1H)-one